C(C)OC(=O)C1=CC=NC2=CC=C(C=C12)N1CC(C1)(C1=CC=CC=C1)F 6-(3-fluoro-3-phenylazetidin-1-yl)quinoline-4-carboxylic acid ethyl ester